2-chloro-6-[3-(2-dispiro[2.0.2.1]heptane-7-ylethoxy)pyrazol-1-yl]pyridine-3-carboxylic acid ClC1=NC(=CC=C1C(=O)O)N1N=C(C=C1)OCCC1C2(C13CC3)CC2